BrC1=CC=2C(N=C1Cl)=NNC2 5-bromo-6-chloro-2H-pyrazolo[3,4-b]pyridine